ClC1=NC=C(C(=C1F)C#N)Cl 2,5-dichloro-3-fluoropyridine-4-carbonitrile